[C@H](C)(CC)[C@@H]1N(CC2=C(NC1=O)C=CC=C2)C(=O)NC2=CN(C(C=C2)=O)CC (S)-3-((S)-sec-butyl)-N-(1-ethyl-6-oxo-1,6-dihydropyridin-3-yl)-2-oxo-1,2,3,5-tetrahydro-4H-benzo[e][1,4]diazepine-4-carboxamide